3-aminomaleimide NC1=CC(=O)NC1=O